CC1(OC2=C(C1=O)C=CC(=C2)NC2=NC=C(C(=N2)N[C@H](C(=O)OC(C)(C)C)C2=CC=CC=C2)C2=NC(=NO2)C)C (S)-tert-butyl 2-(2-(2,2-dimethyl-3-oxo-2,3-dihydrobenzofuran-6-ylamino)-5-(3-methyl-1,2,4-oxadiazol-5-yl) pyrimidin-4-ylamino)-2-phenylacetate